NCCS(=O)(=O)N1N=CC(=C1)NC(=O)C=1C(=NC(=C(C1)Cl)C)N1CCC(CCC1)(F)F N-{1-[(2-aminoethyl)sulfonyl]-1H-pyrazol-4-yl}-5-chloro-2-(4,4-difluoroazepan-1-yl)-6-methylpyridine-3-carboxamide